5-chloro-2,4,6-trifluoropyrimidine ClC=1C(=NC(=NC1F)F)F